(R)-6-(1-ethylpiperidin-4-yl)-7-methoxy-N-(1-(2-methyl-3-(trifluoromethyl)phenyl)ethyl)pyrido[2,3-d]pyrimidin-4-amine C(C)N1CCC(CC1)C1=CC2=C(N=CN=C2N[C@H](C)C2=C(C(=CC=C2)C(F)(F)F)C)N=C1OC